3-(2-fluoro-3-((2-(2-fluoro-5-((4,6,7-trifluoro-1H-indol-5-yl)oxy)phenyl)-1H-imidazol-5-yl)methyl)phenyl)propanoic acid FC1=C(C=CC=C1CC1=CN=C(N1)C1=C(C=CC(=C1)OC=1C(=C2C=CNC2=C(C1F)F)F)F)CCC(=O)O